NC=1C(=NC=CN1)C1=NC=2C(=NC(=CC2)C=2C=NC(=CC2)OC([2H])([2H])F)N1C1=CC=C(CN2CCC(CC2)NC2=NC(=NC=C2)C#N)C=C1 4-((1-(4-(2-(3-aminopyrazin-2-yl)-5-(6-(fluoromethoxy-d2)pyridin-3-yl)-3H-imidazo[4,5-b]pyridin-3-yl)benzyl)piperidin-4-yl)amino)pyrimidine-2-carbonitrile